(2-methylbenzo[d]thiazol-5-yl)(morpholino)methanone CC=1SC2=C(N1)C=C(C=C2)C(=O)N2CCOCC2